2-(3-{6,6-difluoro-3-azabicyclo[3.1.0]hexane-3-carbonyl}-4H,5H,6H,7H-pyrazolo[1,5-a]pyrazine-5-carbonyl)-1H-indole FC1(C2CN(CC12)C(=O)C=1C=NN2C1CN(CC2)C(=O)C=2NC1=CC=CC=C1C2)F